methyl para-bromo-o-methoxybenzoate BrC1=CC(=C(C(=O)OC)C=C1)OC